ClC1=CC(=C(C(=C1)F)[C@H](CC1=NC(=NC(=N1)N[C@@H](CO)CC(C)C)CS(=O)(=O)N)C)F (4-((S)-2-(4-chloro-2,6-difluorophenyl)propyl)-6-(((R)-1-hydroxy-4-methylpent-2-yl)amino)-1,3,5-triazin-2-yl)methanesulfonamide